2-(3,5-dimethyl-4-(2-(5-methylisoxazol-3-ylamino)ethoxy)phenyl)-5,7-dimethoxyquinazolin-4(3H)-one CC=1C=C(C=C(C1OCCNC1=NOC(=C1)C)C)C1=NC2=CC(=CC(=C2C(N1)=O)OC)OC